2,3-dihydro-1H-cyclopenta[a]naphthalen-7-ol dihydrochloride Cl.Cl.C1CCC=2C1=C1C=CC(=CC1=CC2)O